6-bromo-2,4-dimethyl-1H-benzimidazole BrC=1C=C(C2=C(NC(=N2)C)C1)C